N3-methyl-N5-((1R,2R)-2-methylcyclopropyl)-2-oxo-1-((R)-1-phenylethyl)-1,2-dihydropyridine-3,5-dicarboxamide CNC(=O)C=1C(N(C=C(C1)C(=O)N[C@H]1[C@@H](C1)C)[C@H](C)C1=CC=CC=C1)=O